1-(tert-butyl) 3-methyl (3S,4R)-4-(pyridin-4-yl)pyrrolidine-1,3-dicarboxylate N1=CC=C(C=C1)[C@H]1[C@@H](CN(C1)C(=O)OC(C)(C)C)C(=O)OC